2-ethoxy-4-fluorobenzene C(C)OC1=CC=CC(=C1)F